[N-](S(=O)(=O)C(F)(F)F)S(=O)(=O)C(F)(F)F.FC=1NC=C[NH+]1 (fluoro)imidazolium Bis[(trifluoromethyl)sulfonyl]imide